2-(1-(tert-butoxycarbonyl)piperidin-3-yl)acetic acid C(C)(C)(C)OC(=O)N1CC(CCC1)CC(=O)O